2-amino-1-(6-azaspiro[2.5]octan-6-yl)propan-1-one hydrochloride tert-butyl-N-[2-(6-azaspiro[2.5]octan-6-yl)-1-methyl-2-oxo-ethyl]carbamate C(C)(C)(C)OC(NC(C(=O)N1CCC2(CC2)CC1)C)=O.Cl.NC(C(=O)N1CCC2(CC2)CC1)C